FC=1C(=NC=C(C1)F)NC1=CC=C2C(=N1)NN=C2NC(C2=CC=C(C=C2)C2CCN(CC2)C)=O N-(6-((3,5-difluoropyridin-2-yl)amino)-1H-pyrazolo[3,4-b]pyridin-3-yl)-4-(1-methylpiperidin-4-yl)benzamide